tert-butyl[(2S)-2-hydroxy-3-[(triphenylmethyl)sulfanyl]-propoxy]diphenylsilane C(C)(C)(C)[Si](C1=CC=CC=C1)(C1=CC=CC=C1)OC[C@@H](CSC(C1=CC=CC=C1)(C1=CC=CC=C1)C1=CC=CC=C1)O